BrCC=1C=C(C=CC1)B(O)O 3-(bromomethyl)phenylboronic acid